4-(5-chloro-2-methoxyphenyl)-N-(6-(trans-3-cyanocyclobutyl)thiazolo[4,5-b]pyrazin-2-yl)-6-methylpyridine-3-carboxamide ClC=1C=CC(=C(C1)C1=C(C=NC(=C1)C)C(=O)NC=1SC=2C(=NC=C(N2)[C@@H]2C[C@H](C2)C#N)N1)OC